ClC1=C2C(=NC=C1OC=1C=NN3C1C(=NC=C3)NC)N=C(N2C)NC2=CC(=CC(=C2)C(F)(F)F)OC2CCN(CC2)C 7-chloro-1-methyl-6-((4-(methylamino)pyrazolo[1,5-a]pyrazin-3-yl)oxy)-N-(3-((1-methylpiperidin-4-yl)oxy)-5-(trifluoromethyl)phenyl)-1H-imidazo[4,5-b]pyridin-2-amine